4-chloro-6-(2,2-dimethylpyrrolidin-1-yl)-1-oxo-1,3-dihydro-2H-pyrrolo[3,4-c]pyridine-2-carboxylic acid tert-butyl ester C(C)(C)(C)OC(=O)N1CC=2C(=NC(=CC2C1=O)N1C(CCC1)(C)C)Cl